C(C=C)(=O)N1C([C@@H]([C@@H]1C=C(C)C)O[Si](C(C)C)(C(C)C)C(C)C)=O (3R,4S)-1-acryloyl-4-(2-methylprop-1-en-1-yl)-3-((triisopropylsilyl)oxy)azetidin-2-one